mono-tert-butyltin oxide C(C)(C)(C)[Sn]=O